ketoadipic acid O=C(C(=O)O)CCCC(=O)O